8-(2-hydroxyethyl)heptadecanoic acid (Z)-undec-2-en-1-yl ester C(\C=C/CCCCCCCC)OC(CCCCCCC(CCCCCCCCC)CCO)=O